NCC=1C=C(C=CC1)N1N=C(C=C1C(=O)NC1=CC(=CC=C1)NC1=CC=CC=C1)C(F)(F)F 1-(3-(aminomethyl)phenyl)-N-(3-(phenylamino)phenyl)-3-(trifluoromethyl)-1H-pyrazole-5-carboxamide